CC(C(=O)O)(C)C1=CSC(=C1)CCN[C@@H]([C@H]1CNC2=C(N1)N=CC=C2)C2=CC=CC=C2 2-methyl-2-(5-(2-(((R)-phenyl((R)-1,2,3,4-tetrahydropyrido[2,3-b]pyrazin-3-yl)methyl)amino)ethyl)thiophen-3-yl)propanoic acid